[F-].C(CCCCCC)[NH+]1CC(CCC1)CCC 1-Heptyl-3-propylpiperidinium fluorid